C(C)OC=CCCCCCCCC 1-ethoxydec-1-ene